C(C)C12CN(CC2C1CC=O)C1=NC(=NC(=C1)C(F)(F)F)N1[C@H](CC1)C 2-(1-ethyl-3-(2-((S)-2-methylazetidin-1-yl)-6-(trifluoromethyl)pyrimidin-4-yl)-3-azabicyclo[3.1.0]hexane-6-yl)acetaldehyde